(1R,3r)-3-((R)-1'-(7-(((R)-1-(2,4-dichlorophenyl)ethyl)amino)-[1,2,4]triazolo[1,5-a]pyrimidin-5-yl)-[3,4'-bipiperidin]-1-yl)-1-methylcyclobutane-1-carboxylic acid ClC1=C(C=CC(=C1)Cl)[C@@H](C)NC1=CC(=NC=2N1N=CN2)N2CCC(CC2)[C@@H]2CN(CCC2)C2CC(C2)(C(=O)O)C